ortho-methoxybenzyl alcohol COC1=C(CO)C=CC=C1